2-[1-(2,2-difluoroethyl)-4-fluoropiperidin-4-yl]-6-(8-fluoro-2-methylimidazo[1,2-a]pyridin-6-yl)quinazolin-4(3H)-one FC(CN1CCC(CC1)(F)C1=NC2=CC=C(C=C2C(N1)=O)C=1C=C(C=2N(C1)C=C(N2)C)F)F